NC1=C(C=CC(=N1)C1(CCC(CC1)(F)F)C(=O)OC)NC(=O)OC(C)(C)C Methyl 1-[6-amino-5-(tert-butoxycarbonylamino)pyridin-2-yl]-4,4-difluorocyclohexane-carboxylate